trioxatricyclo[22.3.1.05,7]octacosa-8,14,16,18,20-pentaene-25-carboxylic acid C12OOOC3CC3C=CCCCCC=CC=CC=CC=CCCC(C(CC1)C(=O)O)C2